N=1NN=NC1C1=CC=2N(C=C1)C=CN2 7-(2H-tetrazol-5-yl)imidazo[1,2-a]pyridine